10-methyl-tetradecanol CC(CCCCCCCCCO)CCCC